C1(CCCCC1)N1C(N(/C(/C1=O)=C/C1=C(C=C(C=C1)N(C)CCO)OC)C)=S (E)-3-cyclohexyl-5-(4-((2-hydroxyethyl)(methyl)amino)-2-methoxybenzylidene)-1-methyl-2-thioxoimidazol-4-one